tert-Butyl (1-(benzofuran-2-carbonyl)piperidin-4-Yl)carbamate O1C(=CC2=C1C=CC=C2)C(=O)N2CCC(CC2)NC(OC(C)(C)C)=O